NC1=NC(=NC=C1OC(F)F)C1=C(C=C2C(N(C=NC2=C1)CCC[C@H](C)NC=1C=NNC(C1C(F)(F)F)=O)=O)F (S)-7-(4-amino-5-(difluoromethoxy)pyrimidin-2-yl)-6-fluoro-3-(4-((6-oxo-5-(trifluoromethyl)-1,6-dihydropyridazin-4-yl)amino)pentyl)quinazolin-4(3H)-one